(1-(tert-butoxycarbonyl)azetidin-3-yl)methyl-(S)-1-(4-fluorophenyl)-3,4-dihydroisoquinoline methyl-4-(hydroxy(4-(trifluoromethyl)phenyl)methyl)isothiazole-5-carboxylate COC(=O)C1=C(C=NS1)C(C1=CC=C(C=C1)C(F)(F)F)O.C(C)(C)(C)OC(=O)N1CC(C1)C[C@@H]1N=C(C2=CC=CC=C2C1)C1=CC=C(C=C1)F